C(C)(=O)ON=C(C(=O)C=1SC=CC1C1=CC=C(C=C1)OCCO)C N-acetoxy-1-[4-(2-hydroxyethyloxy)phenylthiophenyl]propan-1-one-2-imine